disilylbis(n-butylcyclopentadienyl)hafnium [SiH3][Hf](C1(C=CC=C1)CCCC)(C1(C=CC=C1)CCCC)[SiH3]